Cobalt-nickel sulfide [Ni]=S.[Co]